5-Ethynyl-6-fluoro-4-(8-fluoro-2-(((2R,7aS)-2-fluorohexahydro-1H-pyrrolizin-7a-yl)methoxy)-4-(2,3,4,7-tetrahydro-1H-azepin-1-yl)pyrido[4,3-d]pyrimidin-7-yl)naphthalen-2-ol C(#C)C1=C2C(=CC(=CC2=CC=C1F)O)C1=C(C=2N=C(N=C(C2C=N1)N1CCCC=CC1)OC[C@]12CCCN2C[C@@H](C1)F)F